COC(=O)NC1(CN(CCC1)C(=O)OC(C)(C)C)C1=NC(=CC=C1)C tert-butyl 3-((methoxycarbonyl)amino)-3-(6-methylpyridin-2-yl)piperidine-1-carboxylate